CC=1C(=NC(=NC1)NC1=C(C=C(C(=C1)F)F)F)NC=1C=CC2=C(NC(O2)=O)C1 5-[5-Methyl-2-(2,4,5-trifluoro-phenylamino)-pyrimidin-4-ylamino]-3H-benzooxazol-2-one